(R or S)-2-chloro-N,N-dimethyl-4-(2-(6-(1-(2-(trifluoromethyl)phenyl)cyclobutanecarbonyl)-6-azaspiro[2.5]octan-1-yl)ethoxy)benzamide ClC1=C(C(=O)N(C)C)C=CC(=C1)OCC[C@H]1CC12CCN(CC2)C(=O)C2(CCC2)C2=C(C=CC=C2)C(F)(F)F |o1:15|